BrC=1C(N=C2N(C3=C(C(=N[C@H]2C)C2=C(C=CC=C2F)F)C(=C(C=C3)C(F)(F)F)Cl)C1)=O (5S)-2-bromo-8-chloro-7-(2,6-difluorophenyl)-5-methyl-9-(trifluoromethyl)-5H-pyrimido[1,2-a][1,4]benzodiazepin-3-one